ClS1C[C@H](CN2C(N=C(C3=CC(=CC1=C23)C(F)(F)F)N2C[C@@H](N([C@@H](C2)C)C(=O)OC(C)(C)C)C)=O)C2=NC=CC=C2 tert-butyl (2S,6R)-4-((R)-l-1-chloro-6-oxo-3-(pyridin-2-yl)-10-(trifluoromethyl)-3,4-dihydro-2H,6H-[1,4]thiazepino[2,3,4-ij]quinazolin-8-yl)-2,6-dimethylpiperazine-1-carboxylate